13-Chloro-2-methoxy-8,8-dimethyl-7a,8-dihydrobenzo[d]naphtho[1,2-f]pyrazolo[5,1-b][1,3]oxazepin-9(10H)-one ClC=1C=CC2=C(N3C(OC4=C2C=2C=C(C=CC2C=C4)OC)C(C(N3)=O)(C)C)C1